C(#N)[C@H](C[C@H]1C(NCC1)=O)NC(=O)[C@H]1N(C[C@H]2[C@@H]1CC(C2)(F)F)C(=O)C=2NC1=CC=CC(=C1C2)OC (1S,3aR,6aS)-N-((S)-1-Cyano-2-((S)-2-oxopyrrolidin-3-yl)ethyl)-5,5-difluoro-2-(4-methoxy-1H-indole-2-carbonyl)octahydrocyclopenta[c]pyrrole-1-carboxamide